FC1=C(CC=2C=C3C(=NNC3=CC2)\C=C\C2=NC=CC=C2)C=C(C=C1)F (E)-5-(2,5-difluorobenzyl)-3-(2-(pyridin-2-yl)vinyl)-1H-indazole